C(=O)(O)C(CC1=CC=C(C=C1)OCCOCCOCC)N1CCN(CCN(CCN(CC1)CC(=O)[O-])CC(=O)[O-])CC(=O)[O-].[Gd+3] gadolinium 2,2',2''-{10-[1-carboxy-2-{4-[2-(2-ethoxyethoxy)ethoxy] phenyl}ethyl]-1,4,7,10-tetraazacyclododecane-1,4,7-triyl}triacetate